ClC=1C=C(COC2CCCCC2)C=C(C1)F trans-4-[(3-chloro-5-fluorobenzyl)oxy]cyclohexane